NCCC1CCC(CC1)CCN 1,4-di(2-aminoethyl)cyclohexane